1-(4-ethoxy-4-oxobutan-2-yl)-1H-imidazole-4-carboxylic acid C(C)OC(CC(C)N1C=NC(=C1)C(=O)O)=O